ClC1=CC=C(C=C1)C1C(=C(OC1)C1=CC=CC=C1)C(=O)OCC Ethyl 4-(4-chlorophenyl)-2-phenyl-4,5-dihydrofuran-3-carboxylate